(9Z)-9-icosaene CCCCCCCC\C=C/CCCCCCCCCC